N1CCN=CC1 1,2,3,6-Tetrahydropyrazin